ClC1=C(C#N)C=CC(=C1)N1CC2(C[C@@H]1C)CCN(CC2)C2=CC=C(C=C2)C(=O)N2CCC(CC2)CN2CCN(CC2)C2=C(C=CC(=C2)NC2C(NC(CC2)=O)=O)F 2-Chloro-4-((3S)-8-(4-(4-((4-(5-((2,6-dioxo-piperidin-3-yl)amino)-2-fluorophenyl)piperazin-1-yl)methyl)piperidine-1-carbonyl)phenyl)-3-methyl-2,8-diazaspiro[4.5]decan-2-yl)benzonitrile